[1-(2-benzyloxy-4-bromo-5-fluoro-phenyl)cyclobutyl]Acetic acid methyl ester COC(CC1(CCC1)C1=C(C=C(C(=C1)F)Br)OCC1=CC=CC=C1)=O